S1C2=C(C=C1COC1=C(SC=C1Br)C(=O)OC)C=CC=C2 methyl 3-(benzo[b]thiophen-2-ylmethoxy)-4-bromothiophene-2-carboxylate